7-amino-2-(3-hydroxypropyl)-8-(naphthalen-1-ylmethyl)-6-oxo-9-(3-(trifluoromethyl)phenyl)-3,4-dihydro-2H,6H-pyrido[1,2-e][1,2,5]thiadiazine-4-carboxylic acid 1,1-dioxide NC1=C(C(=C2N(C(CN(S2(=O)=O)CCCO)C(=O)O)C1=O)C1=CC(=CC=C1)C(F)(F)F)CC1=CC=CC2=CC=CC=C12